N1=CC(=CC2=CC=CC=C12)[C@H](C)N[S@](=O)C(C)(C)C (R)-N-((S)-1-(quinolin-3-yl)-ethyl)-2-methylpropane-2-sulfinamide